C(C)(=O)C1=C(C=2NC3=CC=CC=C3C2C=C1)C acetyl-methylcarbazole